ClC=1C(=NC=C(C1)Cl)C(=O)NC=1C(=NC=C(C1)C(F)(F)F)NC 3,5-dichloro-N-[2-(methylamino)-5-(trifluoromethyl)-3-pyridyl]Pyridine-2-carboxamide